tert-butyl N-(5-bromo-6-chloro-2-pyridyl)carbamate BrC=1C=CC(=NC1Cl)NC(OC(C)(C)C)=O